((S)-2-(2-Chloro-3-fluorophenyl)-5-oxopyrrolidin-1-yl)-3-fluoro-N-((R,E)-4-(methylsulfonyl)but-3-en-2-yl)picolinamide ClC1=C(C=CC=C1F)[C@H]1N(C(CC1)=O)C1=C(C(=NC=C1)C(=O)N[C@H](C)\C=C\S(=O)(=O)C)F